8-((5-nitro-1-p-toluenesulfonyl-1H-pyrrolo[2,3-b]pyridine-4-yl)amino)8-azabicyclo[3.2.1]octane [N+](=O)([O-])C=1C(=C2C(=NC1)N(C=C2)S(=O)(=O)C2=CC=C(C)C=C2)NN2C1CCCC2CC1